C(C)OCCC1(C2=CC=CC=C2C=2C=CC=CC12)CCOCC 9,9-Bis(ethoxyethyl)-9H-fluorene